BrC=1C=C2C(=NC1)N=C(O2)C=2C(=C(C=C(C2)F)NC(C2=C(C=C(C=C2)Cl)F)=O)C N-(3-(6-bromooxazolo[4,5-b]pyridin-2-yl)-5-fluoro-2-methylphenyl)-4-chloro-2-fluorobenzamide